COC=1C=C(C=C(C1)C1=CC=CC=C1)S(=O)(=O)C1=CC=C(S1)CNC(OC(C)(C)C)=O tert-butyl ((5-((5-methoxy-[1,1'-biphenyl]-3-yl)sulfonyl)thiophen-2-yl)methyl)carbamate